C(C)N=C=NCCCN(CC)CC N-ethyl-N'-[3-(diethylamino)propyl]carbodiimide